(trans-4-(4-methoxy-3-methylphenyl)cyclohexyl)methyl-4-(3-methylureido)cyclohexanecarboxamide COC1=C(C=C(C=C1)[C@@H]1CC[C@H](CC1)CC1(CCC(CC1)NC(=O)NC)C(=O)N)C